OC1(CC1)C1=NN(C=N1)C1CC2(CN(C2)C(=O)N2CC3(C2)CC(C3)CN3N=C(C=C3C(F)(F)F)C)C1 [6-[3-(1-hydroxycyclopropyl)-1,2,4-triazol-1-yl]-2-azaspiro[3.3]heptan-2-yl]-[6-[[3-methyl-5-(trifluoromethyl)pyrazol-1-yl]methyl]-2-azaspiro[3.3]heptan-2-yl]methanone